(1S,2S)-N-(6-(5-chloro-7-((1-cyclopropylethyl)amino)-6-fluoro-1H-indazol-4-yl)imidazo[1,2-a]pyrazin-2-yl)-2-fluorocyclopropane-1-carboxamide ClC=1C(=C2C=NNC2=C(C1F)NC(C)C1CC1)C=1N=CC=2N(C1)C=C(N2)NC(=O)[C@H]2[C@H](C2)F